(1R,2S,3R)-N-(8-amino-6-(4-methylpyridin-3-yl)isoquinolin-3-yl)-2-methyl-3-(1-methyl-1H-pyrazol-4-yl)cyclopropanecarboxamide NC=1C=C(C=C2C=C(N=CC12)NC(=O)[C@@H]1[C@H]([C@H]1C=1C=NN(C1)C)C)C=1C=NC=CC1C